(7-(2-(4-(6-fluorobenzothiophen-4-yl)piperazin-1-yl)ethyl)-2-oxo-3,4-dihydroquinoline-1(2H)-yl)octanoic acid methyl ester COC(C(CCCCCC)N1C(CCC2=CC=C(C=C12)CCN1CCN(CC1)C1=CC(=CC2=C1C=CS2)F)=O)=O